4-(5,6-dihydro-4H-pyrrolo[1,2-b]Pyrazol-3-yl)-5-fluoropyridin-2-amine N=1N2C(=C(C1)C1=CC(=NC=C1F)N)CCC2